C[NH+]1C(N(CC1)C)C 1,2,3-trimethyl-imidazolinium